OC1=C(C=CC=C1O)CC(=O)NC([C@H](C1=CC=C(C=C1)S(=O)(=O)C)O)CF 2-(2,3-dihydroxyphenyl)-N-((1S)-3-fluoro-1-hydroxy-1-(4-(methylsulfonyl)phenyl)propan-2-yl)acetamide